FC=1C=CC2=C(SC=C2)C1N1CCN(CC1)CCC1=CC=C2CCC(NC2=C1)=O 7-(2-(4-(6-fluorobenzo[b]thiophen-7-yl)piperazin-1-yl)ethyl)-3,4-dihydroquinolin-2(1H)-one